((1-methylcyclobutyl)methyl)piperidine-4-carboxamide trifluoroacetate salt FC(C(=O)O)(F)F.CC1(CCC1)CN1CCC(CC1)C(=O)N